O=C1NC(CCC1N1C(N(C2=C1C=CC(=C2)C2=CC=C(C=C2)CC(=O)O)C)=O)=O 2-[4-[1-(2,6-dioxo-3-piperidyl)-3-methyl-2-oxo-benzimidazol-5-yl]phenyl]acetic acid